FC1=C(C=NN1C([2H])([2H])[2H])[C@@H]1[C@H](C1)B1OC(C(O1)(C)C)(C)C 5-fluoro-1-(methyl-d3)-4-((1S,2S)-2-(4,4,5,5-tetramethyl-1,3,2-dioxaborolan-2-yl)cyclopropyl)-1H-pyrazole